7-hydroxy-1,1-dimethyl-2,3-dihydro-1H-indene OC=1C=CC=C2CCC(C12)(C)C